[1,1'-biphenyl]-3,3',5,5'-tetrol C1(=CC(=CC(=C1)O)O)C1=CC(=CC(=C1)O)O